2-amino-7-fluorobenzo[b]thiophene-3-carbonitrile formate C(=O)O.NC1=C(C2=C(S1)C(=CC=C2)F)C#N